3-hydroxy-4-methoxy-5-phenoxyisobenzofuran-1(3H)-one OC1OC(C2=CC=C(C(=C12)OC)OC1=CC=CC=C1)=O